1-(cyclobutanecarbonyl)piperidine C1(CCC1)C(=O)N1CCCCC1